N-(4-(4-(cyclopropanecarboxamido)butyl)-1-phenyl-1H-imidazol-2-yl)-3-(1H-indazol-5-yl)benzamide C1(CC1)C(=O)NCCCCC=1N=C(N(C1)C1=CC=CC=C1)NC(C1=CC(=CC=C1)C=1C=C2C=NNC2=CC1)=O